3-(4-methoxyphenyl)-1-(2,4,6-trihydroxyphenyl)-1-propanone COC1=CC=C(C=C1)CCC(=O)C1=C(C=C(C=C1O)O)O